CN1C(C(CCC1=O)N1C(C2=CC=CC=3C2=C(C1=O)C=C(C3)OCC(=O)OC3=C(C(=C(C(=C3F)F)F)F)F)=O)=O perfluorophenyl 2-((2-(1-methyl-2,6-dioxopiperidin-3-yl)-1,3-dioxo-2,3-dihydro-1H-benzo[de]isoquinolin-5-yl)oxy)acetate